S-ethyl 4-oxo-4-(pyridine-2-yl)-2-(trifluoromethyl)butanethioate O=C(CC(C(SCC)=O)C(F)(F)F)C1=NC=CC=C1